N-(2,2-difluoroethyl)-6-(2-(neopentylamino)-7H-pyrrolo[2,3-d]pyrimidin-5-yl)imidazo[1,2-a]pyridine-3-carboxamide FC(CNC(=O)C1=CN=C2N1C=C(C=C2)C2=CNC=1N=C(N=CC12)NCC(C)(C)C)F